methyl (1S,6R)-6-[(1S)-5-chloro-8-hydroxy-1-[(6-oxo-5-azaspiro[2.4]heptan-5-yl)methyl]-3,4-dihydro-1H-isoquinoline-2-carbonyl]-1-methyl-cyclohex-3-ene-1-carboxylate ClC1=C2CCN([C@@H](C2=C(C=C1)O)CN1CC2(CC2)CC1=O)C(=O)[C@@H]1CC=CC[C@@]1(C(=O)OC)C